3-(5-(4-(3-((4-((8-cyclopentyl-7-oxo-7,8-dihydro-pyrido[2,3-d]pyrimidin-2-yl)amino)piperidin-1-yl)sulfonyl)phenoxy)piperidin-1-yl)-1-oxoisoindolin-2-yl)piperidine-2,6-dione C1(CCCC1)N1C(C=CC2=C1N=C(N=C2)NC2CCN(CC2)S(=O)(=O)C=2C=C(OC1CCN(CC1)C=1C=C3CN(C(C3=CC1)=O)C1C(NC(CC1)=O)=O)C=CC2)=O